FC[C@@H](COC1=CC2=C(N=C(S2)/C=C/C#CC=2N=CC(=NC2)N(C(OC(C)(C)C)=O)C)C=C1)OC1OCCCC1 tert-butyl (5-((E)-4-(6-((2R)-3-fluoro-2-((tetrahydro-2H-pyran-2-yl)oxy)propoxy)benzo[d]thiazol-2-yl)but-3-en-1-yn-1-yl)pyrazin-2-yl)(methyl)carbamate